3-iodo-1-(4-methoxybenzyl)-1,4,5,7-tetrahydropyrano[3,4-c]pyrazole IC=1C2=C(N(N1)CC1=CC=C(C=C1)OC)COCC2